Cerium Chloride Salt [Cl-].[Ce+3].[Cl-].[Cl-]